7-fluoro-4-oxo-4H-chromene-2-carboxylic acid FC1=CC=C2C(C=C(OC2=C1)C(=O)O)=O